O1C(CCC1)C(C)=O 1-tetrahydrofuran-2-ylethanone